C(C=C)(=O)N1CCC(CC1)/C=C/C=1C=2N(C=C(C1)C=1C=NN(C1)C)N=CC2C#N (E)-4-(2-(1-acryloylpiperidin-4-yl)vinyl)-6-(1-methyl-1H-pyrazol-4-yl)pyrazolo[1,5-a]pyridine-3-carbonitrile